3-((3-exo)-3-((4-hydroxy-7-((5-methyl-1H-pyrazol-3-yl)amino)-1,6-naphthyridin-5-yl)amino)-8-azabicyclo[3.2.1]oct-8-yl)propionitrile OC1=CC=NC2=CC(=NC(=C12)NC1CC2CCC(C1)N2CCC#N)NC2=NNC(=C2)C